(R)-2-(5-(3-cyclopropyl-1-((R)-1,1-dimethylethylsulphinamido)-1-(pyridin-4-yl)propyl)-2-fluorophenylcarbamoyl)-4-oxopyrrolidine-1-carboxylic acid tert-butyl ester C(C)(C)(C)OC(=O)N1[C@H](CC(C1)=O)C(NC1=C(C=CC(=C1)C(CCC1CC1)(C1=CC=NC=C1)N[S@](=O)C(C)(C)C)F)=O